2-(2-(1-(5,6-diphenyl-pyrazin-2-yl)piperidine-2-yl)ethoxy)acetic acid C1(=CC=CC=C1)C=1N=CC(=NC1C1=CC=CC=C1)N1C(CCCC1)CCOCC(=O)O